OC1=CC(=CC(=C1)CCCCCCCCCCCCCCCCCCC)O 1,3-dihydroxy-5-n-nonadecylbenzene